C(C)OP(OCC)(=O)CC1=C(C=C(C=C1C)C)C 2,4,6-Trimethylbenzylphosphonic acid diethyl ester